ClC(C(=O)NN1CCC(CC1)C1=CC(=C(C(=O)N)C=C1)C1=NC=C(C=C1)OC1=CC=CC=C1)=C 4-(1-(2-chloropropenamido)piperidin-4-yl)-2-(5-phenoxypyridin-2-yl)benzamide